2-(4-cyano-1-piperidyl)-N-(2,2,2-trideuterio-1,1-dimethyl-ethyl)acetamide C(#N)C1CCN(CC1)CC(=O)NC(C([2H])([2H])[2H])(C)C